(7R,9Z)-18-({[3-(dimethylamino)propyloxy]carbonyl}oxy)octacos-9-en-7-yl acetate C(C)(=O)O[C@H](CCCCCC)C\C=C/CCCCCCCC(CCCCCCCCCC)OC(=O)OCCCN(C)C